ClCCCCCC(OCCCCCCCCCC)OCCCCCCCCCC 6-chloro-1,1-didecyloxy-hexane